C(C1=CC=CC=C1)SC=1C(=NC(=CC1)F)C 3-(benzylthio)-6-fluoro-2-methylpyridine